7-methoxy-2-(2-((4-(4-(2-methoxyethoxy)phenyl)piperazin-1-yl)methyl)benzyl)imidazo[1,2-c]quinazolin-5-amine COC1=CC=CC=2C=3N(C(=NC12)N)C=C(N3)CC3=C(C=CC=C3)CN3CCN(CC3)C3=CC=C(C=C3)OCCOC